FC1=C(C(=CC=C1)[N+](=O)[O-])N1CCC(CC1)C(C)N1C[C@@H](O[C@@H](C1)C)C (2S,6R)-4-(1-(1-(2-fluoro-6-nitrophenyl)piperidin-4-yl)ethyl)-2,6-dimethylmorpholine